ClC=1C(=NC(=NC1)NC1=CC=C(C=C1)N1CCN(CC1)C(CO)(C)C)C(=O)NC1=C(C=CC=C1OC)C#N 5-chloro-N-(2-cyano-6-methoxyphenyl)-2-((4-(4-(1-hydroxy-2-methylpropan-2-yl)piperazin-1-yl)phenyl)amino)pyrimidine-4-carboxamide